Tert-Butyl 6-[(5-iodo-1,2,4-thiadiazol-3-yl)methyl]-2-azaspiro[3.3]heptane-2-carboxylate IC1=NC(=NS1)CC1CC2(CN(C2)C(=O)OC(C)(C)C)C1